2-(((2-hexadecyl)oxy)methyl)oxirane CC(CCCCCCCCCCCCCC)OCC1OC1